(S)-1'-(6-amino-5-((2-amino-3-chloropyridin-4-yl)thio)pyrazin-2-yl)-4,6-dihydrospiro[cyclopenta[b]thiophene-5,4'-piperidin]-4-amine NC1=C(N=CC(=N1)N1CCC2(CC1)[C@@H](C1=C(SC=C1)C2)N)SC2=C(C(=NC=C2)N)Cl